FC1=CC=C(C=C1)C=1N=CN(C1C=1C=CC=2N(N1)C(=CN2)C#N)CCCO 6-(4-(4-fluorophenyl)-1-(3-hydroxypropyl)-1H-imidazol-5-yl)imidazo[1,2-b]pyridazine-3-carbonitrile